(tert-butyl 2-((5-chloro-2-((4-(N-(2,4-dimethoxybenzyl)-N-(1,2,4-thiadiazol-5-yl) sulfonylamino)-2,5-difluorobenzyl) carbamoyl) phenyl) amino) ethyl) (ethyl)-carbamate C(C)NC(OCC(NC1=C(C=CC(=C1)Cl)C(NCC1=C(C=C(C(=C1)F)N(S(=O)(=O)C1=NC=NS1)CC1=C(C=C(C=C1)OC)OC)F)=O)C(C)(C)C)=O